NC1=NC=2C=C(C=CC2C2=C1COC2)CN(C(=O)C=2C=NC(=CC2)OC2CC2)C=2C(=NC=CC2)S(=O)(=O)C N-({4-amino-1H,3H-furo[3,4-c]quinolin-7-yl}methyl)-6-cyclopropoxy-N-(2-methanesulfonylpyridin-3-yl)pyridine-3-carboxamide